CC1=CC=C2C(=CNC2=C1)C(CC#N)=O 3-(6-methyl-1H-indole-3-yl)-3-oxopropanenitrile